2-(3-(6-hydroxy-2-(4-methyl-4H-1,2,4-triazol-3-yl)spiro[3.3]heptan-2-yl)phenyl)-6-(((1-methylcyclobutyl)amino)methyl)-4-(trifluoromethyl)isoindolin-1-one OC1CC2(CC(C2)(C2=NN=CN2C)C=2C=C(C=CC2)N2C(C3=CC(=CC(=C3C2)C(F)(F)F)CNC2(CCC2)C)=O)C1